CS(=O)(=O)NC=1C=C(C=CC1)NC(C1=CC=C(C=C1)C1=NN=NN1)=O N-(3-(methylsulfonamido)phenyl)-4-(1H-tetrazol-5-yl)benzamide